C(=C)[Si](OC)(OC(C)=O)OC(C)=O vinyldiacetoxy-methoxysilane